C(C)(C)(C)OC(=O)N1CC(N(CC1)C=1C=NC(=CC1)N)=O 4-(6-amino-3-pyridyl)-3-oxo-piperazine-1-carboxylic acid tert-butyl ester